NC=1C(=C(C=CC1)C1=CC=CC=C1)C 3'-amino-2'-methyl-[1,1'-biphenyl]